3,4-Dimethoxyphenylacetic acid COC=1C=C(C=CC1OC)CC(=O)O